3-(8-Amino-6-(trifluoromethyl)imidazo[1,2-a]pyrazin-3-yl)-N-(3-(hydroxymethyl)bicyclo[1.1.1]pentan-1-yl)-4-(methyl-d3)benzenesulfonamide trifluoroacetate salt FC(C(=O)O)(F)F.NC=1C=2N(C=C(N1)C(F)(F)F)C(=CN2)C=2C=C(C=CC2C([2H])([2H])[2H])S(=O)(=O)NC21CC(C2)(C1)CO